Cl.NC=1C=C(C=CC1N)C1=CC(=C(N)C=C1)N 3,3'-diaminobenzidine hydrochloride